CCCCCCCCCCCCCCCCCCCCCCCCCCCCC noneicosane